C1(CC1)C1=CC(=NN1)NC1=NC(=NC2=CC=CC=C12)NC1=CN=C2N1N=CC=C2 N4-(5-cyclopropyl-1H-pyrazol-3-yl)-N2-(imidazo[1,2-b]pyridazin-3-yl)quinazoline-2,4-diamine